F[C@H]1C[C@@H](N(C1)C(=O)OC(C)(C)C)C(=O)OC 1-tert-butyl 2-methyl (2R,4S)-4-fluoropyrrolidine-1,2-dicarboxylate